C(C)(C)(C)OC(=O)N1C[C@@H]([C@H](CC1)F)NC(C1=C(C=C(C(=C1)N)N[C@H]1[C@@H](C1)C(F)F)F)=O.BrC1=CC(=C(C=C1)C(C)=O)F 1-(4-bromo-2-fluorophenyl)ethan-1-one tert-butyl-(3S,4S)-3-(5-amino-4-(((1R,2R)-2-(difluoromethyl)cyclopropyl)amino)-2-fluorobenzamido)-4-fluoropiperidine-1-carboxylate